4-(4-trans-pentylcyclohexyl)benzophenone C(CCCC)C1(CCCCC1)C1=CC=C(C(=O)C2=CC=CC=C2)C=C1